C(C)N[C@@H](CCCNC(N)=N)C(=O)O Monoethyl-L-Arginine